N-(3-(1H-imidazol-2-yl)phenyl)-1-(3-(N,N-dimethylsulfamoyl)phenyl)-3-methyl-5-oxo-4,5-dihydro-1H-pyrazole-4-carboxamide N1C(=NC=C1)C=1C=C(C=CC1)NC(=O)C1C(=NN(C1=O)C1=CC(=CC=C1)S(N(C)C)(=O)=O)C